COC1OC=C(C2C1C=CC2)C(=O)[O-] methoxy-1,4a,5,7a-tetrahydrocyclopenta[c]pyran-4-carboxylate